NCCCN(C(OC(C)(C)C)=O)C[C@@H](CNC(=O)OC(C)(C)C)O tert-butyl N-(3-aminopropyl)-N-[(2R)-3-(tert-butoxycarbonylamino)-2-hydroxy-propyl]carbamate